2,2,2-trifluoro-N-((5-(trifluoro-methyl)pyridin-2-yl)methyl)-ethan-1-amine FC(CNCC1=NC=C(C=C1)C(F)(F)F)(F)F